(R)-3-(3-(2-chloropyridin-4-yl)isoxazol-5-yl)-3-hydroxy-1-methylpyrrolidin-2-one ClC1=NC=CC(=C1)C1=NOC(=C1)[C@]1(C(N(CC1)C)=O)O